1-(2-methyl-benzofuran-5-yl)-ethanol CC=1OC2=C(C1)C=C(C=C2)C(C)O